6-(2,6-difluoro-4-(1-(methyl-d3)-7-(trifluoromethoxy)-1H-indazol-4-yl)benzyl)-6,7-dihydro-5H-pyrrolo[3,4-b]pyridin-5-one-7,7-d2 FC1=C(CN2C(C3=NC=CC=C3C2=O)([2H])[2H])C(=CC(=C1)C1=C2C=NN(C2=C(C=C1)OC(F)(F)F)C([2H])([2H])[2H])F